1-(4-((4-((2',4'-difluoro-4-methoxy-[1,1'-biphenyl]-3-yl)amino)-7-methoxyquinazoline-6-yl)amino)piperidin-1-yl)prop-2-en-1-one FC1=C(C=CC(=C1)F)C1=CC(=C(C=C1)OC)NC1=NC=NC2=CC(=C(C=C12)NC1CCN(CC1)C(C=C)=O)OC